[2-(aminomethyl)-3,3-difluoro-allyl]-4-(4-bromo-2-pyridinyl)-1,2,4-triazol-3-one trifluoroacetate salt FC(C(=O)O)(F)F.NCC(CC=1N(C(NN1)=O)C1=NC=CC(=C1)Br)=C(F)F